C(C)(C)(C)C=1C=C(C=C(C1)C(C)(C)C)C=1C=CC=2N(C1)C=C(N2)NC(C2=CC=C(C=C2)C(C(=O)N2CCN(CC2)C)(C)C)=O N-(6-(3,5-di-tert-butylphenyl)imidazo[1,2-a]pyridin-2-yl)-4-(2-methyl-1-(4-methylpiperazin-1-yl)-1-oxopropan-2-yl)benzamide